S(N)(=O)(=O)F SULFAMYLFLUORID